dioxo-thietane O=C1CC(S1)=O